7,9-dimethyl-N-[(4-methylsulfonylphenyl)methyl]pyrido[3',2':4,5]furo[3,2-d]pyrimidin-4-amine hydrochloride Cl.CC=1C=C(C2=C(OC3=C2N=CN=C3NCC3=CC=C(C=C3)S(=O)(=O)C)N1)C